rac-4-bromo-6-chloro-7-fluoro-5-((1R,2S)-2-methylcyclopropyl)-1-(tetrahydro-2H-pyran-2-yl)-1H-indazole BrC1=C2C=NN(C2=C(C(=C1[C@H]1[C@H](C1)C)Cl)F)[C@@H]1OCCCC1 |&1:16|